OC1=C(C=CC=C1)C(C1=CC=C(C=C1)SC)P(OCC)(OCC)=O Diethyl ((2-hydroxyphenyl)(4-(methylthio)phenyl)methyl)phosphonate